2-[(5-iodo-4-methyl-pyrazol-1-yl)methoxy]ethyl-trimethyl-silane IC1=C(C=NN1COCC[Si](C)(C)C)C